CS(=O)(=O)O.N1(CCNCC1)C(=O)N piperazineamide methanesulfonate